C(C1=CC=CC=C1)OC1=C(OCCCCCCC(=O)OC)C=CC(=C1)B1OC(C(O1)(C)C)(C)C methyl 7-(2-(benzyloxy)-4-(4,4,5,5-tetramethyl-1,3,2-dioxaborolan-2-yl)phenoxy)heptanoate